N-(((2S,3R,5S)-1-(6-(6-(difluoromethyl)imidazo[1,2-b]pyridazin-3-yl)pyrimidin-4-yl)-4,4-difluoro-2,5-dimethylpiperidin-3-yl)methyl)methanesulfonamide FC(C=1C=CC=2N(N1)C(=CN2)C2=CC(=NC=N2)N2[C@H]([C@H](C([C@H](C2)C)(F)F)CNS(=O)(=O)C)C)F